2-Chloro-4-((4-nitrophenethyl)amino)chinolin ClC1=NC2=CC=CC=C2C(=C1)NCCC1=CC=C(C=C1)[N+](=O)[O-]